(o-Tolyloxy)benzoic acid C1(=C(C=CC=C1)OC1=C(C(=O)O)C=CC=C1)C